Cl.N[C@@H](C(=O)OC)CC=1N=NC=CC1 Methyl (2R)-2-amino-3-(pyridazin-3-yl)propanoate hydrochloride